tert-butyl (2R)-2-{[(tert-butoxycarbonyl)(3-methylbutyl)amino]methyl}-4-fluoro-6-hydroxy-5-(1,1,4-trioxo-1λ6,2,5-thiadiazolidin-2-yl)-2,3-dihydro-1H-indole-1-carboxylate C(C)(C)(C)OC(=O)N(CCC(C)C)C[C@@H]1N(C2=CC(=C(C(=C2C1)F)N1S(NC(C1)=O)(=O)=O)O)C(=O)OC(C)(C)C